C(C)(C)(C)OC(=O)N1C(C2=CC(=CC(=C2C1C1=C(C=CC(=C1)F)Cl)[N+](=O)[O-])Br)C(F)(F)F 6-bromo-3-(2-chloro-5-fluorophenyl)-4-nitro-1-(trifluoromethyl)isoindoline-2-carboxylic acid tert-butyl ester